N1=C(C=CC=C1)C1=NNC=C1C1=CC(=NC=C1)C1=C(C(=O)NC2CCOCC2)C=CC=C1 {4-[3-(pyridin-2-yl)-1H-pyrazol-4-yl]pyridin-2-yl}-N-(tetrahydro-2H-pyran-4-yl)benzamide